methyl 5-(hydroxymethyl)-6-methoxypyridazine-3-carboxylate OCC=1C=C(N=NC1OC)C(=O)OC